4-(2-chloro-3-(9-(5-chloro-2-cyanobenzyl)-6-(1-methylcyclopropoxy)-9H-purin-8-yl)phenoxy)-3-methylbutanoic acid ClC1=C(OCC(CC(=O)O)C)C=CC=C1C=1N(C2=NC=NC(=C2N1)OC1(CC1)C)CC1=C(C=CC(=C1)Cl)C#N